N-[2-[(5-bromo-2-chloro-pyrimidin-4-yl)amino]-4-fluoro-5-methoxy-Phenyl]-N-ethyl-methanesulfonamide BrC=1C(=NC(=NC1)Cl)NC1=C(C=C(C(=C1)F)OC)N(S(=O)(=O)C)CC